[Cl-].CC([O-])C.CC([O-])C.CC([O-])C.[Ti+4] titanium tri-isopropoxide chloride